5-FORMYLTHIOPHENE-2-CARBOXAMIDE C(=O)C1=CC=C(S1)C(=O)N